F[B-](F)(F)F.COC1=CC=C(C=C1)C1=CC=C(C=C1)[IH+] (4-p-methoxyphenyl)(phenyl)iodonium tetrafluoroborate